BrC1=CC2=C(N=C(C=3N(C2)C=C(C3)C3=CC=C(C#N)C=C3)NCC(OC)OC)C=C1 4-(7-Bromo-11-((2,2-dimethoxyethyl)amino)-5H-benzo[e]pyrrolo[1,2-a][1,4]diazepine-2-yl)benzonitrile